5-(methyl-d3)Pyridine C(C=1C=CC=NC1)([2H])([2H])[2H]